(4Z)-10-(1,3-dioxan-2-yl)-4-decen-1-ol O1C(OCCC1)CCCCC\C=C/CCCO